COC(C(CC(=O)C1=CC(=CC=C1)OC)=O)=O 4-(3-methoxyphenyl)-2,4-dioxobutanoic acid methyl ester